hexahydro-8,8-dimethyl-2-naphthaleneformaldehyde CC1(C=CCC2CCC(CC12)C=O)C